C1(CC1)C=1C=C(C(=NC1)F)C1=C(C=NN1C1CCOCC1)C(=O)N[C@@H]1C(NC2=C(C(=N1)C1=CC=CC=C1)C=CC=C2)=O 5-(5-cyclopropyl-2-fluoropyridin-3-yl)-1-(oxacyclohex-4-yl)-N-[(3S)-2-oxo-5-phenyl-1,3-dihydro-1,4-benzodiazepine-3-yl]Pyrazole-4-carboxamide